N-(6-(2,5-dioxo-2,5-dihydro-1H-pyrrol-1-yl)hexanoyl)-N-methyl-L-alaninate O=C1N(C(C=C1)=O)CCCCCC(=O)N([C@@H](C)C(=O)[O-])C